((2-(((3S,6S,9aS)-3-(3-(2-cyanopyrimidin-4-yl)azetidine-1-carbonyl)-5-oxooctahydro-1H-pyrrolo[1,2-a]azepin-6-yl)carbamoyl)benzo[b]thiophen-5-yl)methyl)phosphonic acid C(#N)C1=NC=CC(=N1)C1CN(C1)C(=O)[C@@H]1CC[C@H]2N1C([C@H](CCC2)NC(=O)C2=CC1=C(S2)C=CC(=C1)CP(O)(O)=O)=O